CN(CCC1=C(NC(=C1C(=O)N)C1=CC=CC=C1)C1=CC2=CC=CC=C2C=C1)C (2-(dimethylamino)ethyl)-2-(naphthalen-2-yl)-5-phenylAzole-4-carboxamide